tert-butyl N-[2-[4-[[4-[4-(2,4-dioxohexahydropyrimidin-1-yl)-8-isoquinolyl]-1-piperidyl]methyl]cyclohexyl]indazol-5-yl]carbamate O=C1N(CCC(N1)=O)C1=CN=CC2=C(C=CC=C12)C1CCN(CC1)CC1CCC(CC1)N1N=C2C=CC(=CC2=C1)NC(OC(C)(C)C)=O